C1(C=CCCC1)N1N=C(C=2C1=NC=NC2N)C2=CC=C(C=C2)OC2=C(C(=CC=C2)OC)F 1-(cyclohex-2-en-1-yl)-3-(4-(2-fluoro-3-methoxyphenoxy)phenyl)-1H-pyrazolo[3,4-d]pyrimidin-4-amine